4-(1-(5-(2,4,5-trifluoro-3-hydroxyphenyl)-1,2,4-oxadiazole-3-carbonyl)piperidin-4-yl)benzonitrile FC1=C(C=C(C(=C1O)F)F)C1=NC(=NO1)C(=O)N1CCC(CC1)C1=CC=C(C#N)C=C1